1-methyl-4-bromopyrazole-3,5-13C2 CN1N=[13CH]C(=[13CH]1)Br